C(C=C)NP(OCC)(=O)CC1=CC=C(C=C1)C1=NOC(=N1)C(F)(F)F ethyl N-allyl-P-(4-(5-(trifluoromethyl)-1,2,4-oxadiazol-3-yl)benzyl)phosphonamidate